(R)-1-(7-(8-ethynyl-7-fluoro-3-(methoxy-methoxy)naphthalen-1-yl)-8-fluoro-5-methoxy-2-((1-(morpholinylmethyl)cyclopropyl)methoxy)pyrido[4,3-d]pyrimidin-4-yl)piperidin-3-ol C(#C)C=1C(=CC=C2C=C(C=C(C12)C1=C(C=2N=C(N=C(C2C(=N1)OC)N1C[C@@H](CCC1)O)OCC1(CC1)CN1CCOCC1)F)OCOC)F